C(C=C)(=O)N1C[C@@H](N(C[C@H]1C)C1=NC(N2C3=C(C(=C(C=C13)Cl)C1=C(C=C(C=C1)F)F)S(CC2)(=O)=O)=O)C (S)-7-((2S,5R)-4-acryloyl-2,5-dimethylpiperazin-1-yl)-9-chloro-10-(2,4-difluorophenyl)-2,3-dihydro-5H-[1,4]thiazino[2,3,4-ij]quinazolin-5-one 1,1-dioxide